N1C(=NC2=C1C=CC=C2)NCC2=CNC1=CC=C(C=C21)C(=O)OC methyl 3-(((1H-benzo[d]imidazol-2-yl) amino) methyl)-1H-indole-5-carboxylate